Methyl 5-chloro-2'-fluoro-6'-(trifluoromethyl)-[2,3'-bipyridine]-6-carboxylate ClC=1C=CC(=NC1C(=O)OC)C=1C(=NC(=CC1)C(F)(F)F)F